O[C@@H]1[C@H](O[C@H]2N=C(O[C@H]21)NC(C)=O)CO N-((3aR,5R,6R,6aS)-6-hydroxy-5-(hydroxymethyl)-3a,5,6,6a-tetrahydrofuro[2,3-d]oxazol-2-yl)acetamide